C(C1=CC=CC=C1)OC1=CC(=C(C(=O)OC2=C(C(=C(C(=O)OC(C)(C)C)C(=C2C)C)O)Br)C(=C1)C)OC tert-butyl 4-((4-(benzyloxy)-2-methoxy-6-methylbenzoyl)oxy)-3-bromo-2-hydroxy-5,6-dimethylbenzoate